(R)-(5-cyclobutyl-1,3,4-oxadiazol-2-yl)(4-(4-methylpyrazolo[1,5-a]pyridin-2-yl)-6,7-dihydro-1H-imidazo[4,5-c]pyridin-5(4H)-yl)methanone C1(CCC1)C1=NN=C(O1)C(=O)N1[C@H](C2=C(CC1)NC=N2)C2=NN1C(C(=CC=C1)C)=C2